3-[4-(2-morpholin-4-yl-ethoxy)naphthalen-1-yl]-urea N1(CCOCC1)CCOC1=CC=C(C2=CC=CC=C12)NC(N)=O